C(OOOC(C)(C)C)(OCC(CCCC)CC)=O t-butylperoxy (2-ethylhexyl) carbonate